C(C)(C)(C)OC(COC1=CC(=C(C=C1)C1=CC=C(C=C1)C1=N[C@H](C=2N(C3=C1C(=C(S3)C)C)C(=NN2)C)CC(=O)OC)F)=O methyl {(6S)-4-[4'-(2-t-butoxy-2-oxoethoxy)-2'-fluoro[1,1'-biphenyl]-4-yl]-2,3,9-trimethyl-6H-thieno[3,2-f][1,2,4]triazolo[4,3-a][1,4]diazepin-6-yl}acetate